C1(=CC=CC=C1)[C@H]1CC[C@H](CC1)OC[C@@H]1N(CCC[C@@H]1C1=NNC=C1)C(=O)OCCC(=O)OC 3-methoxy-3-oxopropyl (CIS)-2-((((CIS)-4-phenylcyclohexyl)oxy) methyl)-3-(1H-pyrazol-3-yl)piperidine-1-carboxylate